COC(C1CCN(CC1)C=1C=C2CN(C(C2=CC1)=O)[C@@H]1CNCCC1)OC (3S)-3-[5-[4-(dimethoxymethyl)-1-piperidinyl]-1-oxo-isoindolin-2-yl]Piperidine